cobalt chloride, tetrahydrate O.O.O.O.[Co](Cl)Cl